FC1(CCN(CC1)C1=NC(=C(C(=N1)OC)F)C)C(=O)N1CCOC2=C(C1)C=NC=C2C#N 4-[4-fluoro-1-(5-fluoro-4-methoxy-6-methyl-pyrimidin-2-yl)piperidine-4-carbonyl]-3,5-dihydro-2H-pyrido[3,4-f][1,4]oxazepine-9-carbonitrile